sodium diphosphate salt [O-]P([O-])(=O)OP(=O)([O-])[O-].[Na+].[Na+].[Na+].[Na+]